C(=CC)[Si](OCCOC)(OCCOC)OCCOC propenyl-tris(β-methoxyethoxy)silane